[Si](C)(C)(C(C)(C)C)OC[C@@H]1N(C[C@@H]([C@H]([C@@H]1O)O)O)CCC1=C(C=CC=C1)F (2S,3R,4R,5S)-2-(((tert-butyldimethylsilyl)oxy)methyl)-1-(2-fluorophenethyl)piperidine-3,4,5-triol